C(C1=CC=CC=C1)NC(N(C1CCC(CC1)NC1=NC=C(C=C1)C#N)C=1C=C(C=CC1)NC(C=C)=O)=O N-(3-(3-benzyl-1-((1r,4r)-4-((5-cyanopyridin-2-yl)amino)cyclohexyl)ureido)phenyl)acrylamide